O[C@H]1C=2C=CC(=CC2CC[C@@H]1[C@@H]1N2C(C3=CC=CC=C13)=CN=C2)C(=O)NC (5R,6R)-5-hydroxy-6-((s)-5H-imidazo[5,1-a]isoindol-5-yl)-N-methyl-5,6,7,8-tetrahydronaphthalene-2-carboxamide